C(#N)C1(CC1)C1=CC=C(C=C1)N(CC(C)OC1CN(C1)C(=O)OC(C)(C)C)C1=C(C=CC(=C1)C=1C(=NOC1C)C)C t-butyl 3-((1-((4-(1-cyanocyclopropyl)phenyl)(5-(3,5-dimethylisoxazol-4-yl)-2-methylphenyl)amino)propan-2-yl)oxy)azetidine-1-carboxylate